2H,3H-pyrrolo[2,3-c]pyridine N1CCC=2C1=CN=CC2